FC(C=1C=CC=C(C#N)C1)(F)F 5-trifluoromethylbenzonitrile